3-(2-{7-azaspiro[3.5]nonan-2-ylmethyl}-1,3-dihydroisoindol-5-yl)piperidine-2,6-dione C1C(CC12CCNCC2)CN2CC1=CC=C(C=C1C2)C2C(NC(CC2)=O)=O